2,6-dichlorobenzaldehyde ClC1=C(C=O)C(=CC=C1)Cl